FC1(CN(CCC1OC1=C(C#N)C=C(C=C1)C1=NC(=NC=C1)NC1=CC(=CC=C1)C1CCN(CC1)C(CO)CO)C([C@@H](C)O)=O)F [3,3-Difluoro-1-((R)-2-hydroxy-propionyl)-piperidin-4-yloxy]-5-(2-{3-[1-(2-hydroxy-1-hydroxymethyl-ethyl)-piperidin-4-yl]-phenylamino}-pyrimidin-4-yl)-benzonitrile